(3Z)-14,14-dipentyloxy-3-tetradecen-1-ol C(CCCC)OC(CCCCCCCCC\C=C/CCO)OCCCCC